phenylspiro[4,5-dihydrothieno[2,3-c]pyran-7,4'-piperidine] C1(=CC=CC=C1)N1CCC2(CC1)OCCC1=C2SC=C1